((allyloxy)carbonyl)-L-lysine C(C=C)OC(=O)N[C@@H](CCCCN)C(=O)O